1-bromo-4-(cyclopropylmethyl)-2-methoxybenzene BrC1=C(C=C(C=C1)CC1CC1)OC